tert-butyl ((6-cyano-2-azaspiro[3.3]heptan-2-yl)sulfonyl)carbamate C(#N)C1CC2(CN(C2)S(=O)(=O)NC(OC(C)(C)C)=O)C1